O1CC(C1)OC1=CC=C(C=C1)O 4-(oxetan-3-yloxy)phenol